1-[4-(triethoxysilyl)butyl]-1H-tetrazole C(C)O[Si](CCCCN1N=NN=C1)(OCC)OCC